COC=1C=C2C=3C=C(C=CC3NC2=CC1)CNCCCN1C=NC=C1 N-((6-methoxy-9H-carbazol-3-yl)methyl)-3-(1H-imidazol-1-yl)propylamine